N-(4-(6-fluoro-3,4-dihydroisoquinolin-2(1H)-yl)-2-methyl-6-((methyl-d3)thio)phenyl)-3,3-dimethylbutyramide FC=1C=C2CCN(CC2=CC1)C1=CC(=C(C(=C1)SC([2H])([2H])[2H])NC(CC(C)(C)C)=O)C